tert-butyl (E)-3-(6-azido-7-cyanonaphthalen-2-yl)but-2-enoate N(=[N+]=[N-])C=1C=C2C=CC(=CC2=CC1C#N)/C(=C/C(=O)OC(C)(C)C)/C